ClC1=CC(=C(COC2=C(C=C(C(=N2)C=2CCN(CC2)C(=O)OC(C)(C)C)F)F)C=C1)F tert-butyl 6-((4-chloro-2-fluorobenzyl) oxy)-3,5-difluoro-3',6'-dihydro-[2,4'-bipyridine]-1'(2'H)-carboxylate